9-Ethyl-6,6-dimethyl-11-oxo-8-[4-(1-propyl-cyclobutyl)-piperazine-1-yl]-6,11-dihydro-5H-benzo[b]carbazole-3-carbonitrile C(C)C1=CC2=C(C(C=3NC4=CC(=CC=C4C3C2=O)C#N)(C)C)C=C1N1CCN(CC1)C1(CCC1)CCC